NC=1C=CC(=C(C#N)C1)C#C[Si](C)(C)C 5-Amino-2-((trimethylsilyl)ethynyl)benzonitrile